CNC(C)C1=CN=C(C2=CC=CC=C12)SC N-methyl-1-(1-(methylthio)isoquinolin-4-yl)ethan-1-amine